7-(3-Chlorophenyl)-N-[(4S)-3,4-dihydro-2H-chromen-4-yl]-3-(dimethylamino)-1-benzothiophene-2-carboxamide ClC=1C=C(C=CC1)C1=CC=CC=2C(=C(SC21)C(=O)N[C@H]2CCOC1=CC=CC=C21)N(C)C